anti-3-[1-(2-chloro-4-fluorobenzyl)-3-[(dimethylamino)methyl]-4-hydroxypiperidin-4-yl]benzamide ClC1=C(CN2CC(C(CC2)(O)C=2C=C(C(=O)N)C=CC2)CN(C)C)C=CC(=C1)F